C(#N)C(C(=O)O)=CC1=CC=C(C=C1)C(F)(F)F 2-cyano-3-(4-trifluoromethylphenyl)acrylic acid